CN1N=C2N(N=C(C=C2)S(=O)(=O)Cl)C1=O 2-methyl-3-oxo-2,3-dihydro-[1,2,4]triazolo[4,3-b]pyridazine-6-sulfonyl chloride